FC=1C=CC=2N(C3=CC=C(C=C3C2C1)F)CC(CN1C(CCC1C)=O)O 1-(3-(3,6-difluoro-9H-carbazol-9-yl)-2-hydroxypropyl)-5-methylpyrrolidin-2-one